FC(C=1C(=C(C=CC1)C(C)N)F)F 1-[3-(difluoromethyl)-2-fluorophenyl]ethanamine